6-[2-methyl-6-(trifluoromethyl)pyrimidin-4-yl]-2-[1-(oxetan-3-yl)-1H-pyrazolo[3,4-b]pyrazin-6-yl]-2,6-diazaspiro[3.4]octane CC1=NC(=CC(=N1)N1CC2(CN(C2)C2=CN=C3C(=N2)N(N=C3)C3COC3)CC1)C(F)(F)F